2-[benzenesulfonyl-(2-fluoro-5-trifluoromethyl-phenyl)-amino]-N-pyridin-4-ylmethyl-acetamide C1(=CC=CC=C1)S(=O)(=O)N(CC(=O)NCC1=CC=NC=C1)C1=C(C=CC(=C1)C(F)(F)F)F